O1CCC(CC1)NC1=NC=C(C=N1)C(=O)N 2-((tetrahydro-2H-pyran-4-yl)amino)pyrimidine-5-carboxamide